FC=1C=C2CN(CC2=CC1)C(=O)NC1=CC=C(C=C1)C12CCC(CC1)(CC2)NC(C(=O)N(C)C)=O N1-(4-(4-(5-fluoroisoindoline-2-carboxamido)phenyl)bicyclo[2.2.2]octan-1-yl)-N2,N2-dimethyloxalamide